CCOC1=CC=CC=C1OCCN[C@@H](C)CC2=CC(=C(C=C2)OC)S(=O)(=O)N The molecule is a 5-(2-{[2-(2-ethoxyphenoxy)ethyl]amino}propyl)-2-methoxybenzenesulfonamide that has (S)-configuration. The enantiomer of tamsulosin. It is a conjugate base of an ent-tamsulosin(1+). It is an enantiomer of a tamsulosin.